1-amino-2-tris(hydroxymethyl)methylamino-5-nitrobenzene NC1=C(C=CC(=C1)[N+](=O)[O-])NC(CO)(CO)CO